N-(3-chloro-2-methylphenyl)-2-[(2R)-tetrahydrofuran-2-yl]-6-({[2-(trifluoromethyl)phenyl]carbonyl}amino)-1H-benzimidazole-4-carboxamide ClC=1C(=C(C=CC1)NC(=O)C1=CC(=CC=2NC(=NC21)[C@@H]2OCCC2)NC(=O)C2=C(C=CC=C2)C(F)(F)F)C